BrC=1C=C2C[C@H]([C@H](C2=CC1)N(C(OC(C)(C)C)=O)C)OC(F)F tert-butyl ((1S,2R)-5-bromo-2-(difluoromethoxy)-2,3-dihydro-1H-inden-1-yl)(methyl)carbamate